N1(CCNCCNCCNCC1)CP(OC(C)(C)C)(OC(C)(C)C)=O di-tert-butyl ((1,4,7,10-tetraazacyclododecan-1-yl)methyl)phosphonate